3-((2,5-dibromo-3-thiophen-yl)(methoxy)methyl)-1,2-oxathiolane 2,2-dioxide BrC=1SC(=CC1C(C1S(OCC1)(=O)=O)OC)Br